3-methoxy-4-((2-(1-methyl-1H-pyrazol-4-yl)pyridin-4-yl)oxy)aniline COC=1C=C(N)C=CC1OC1=CC(=NC=C1)C=1C=NN(C1)C